N-(3-carbamoyl-4-fluorobenzyl)-6-fluoro-4-oxospiro[chromane-2,4'-piperidine]-1'-carboxamide C(N)(=O)C=1C=C(CNC(=O)N2CCC3(CC2)OC2=CC=C(C=C2C(C3)=O)F)C=CC1F